ClC(OC1=CC=C(C=C1)NC(=O)C1=CC(=C2C(CNC2=C1)(C)C)C1=CC=NN1)(F)F N-(4-(chlorodifluoromethoxy)phenyl)-3,3-dimethyl-4-(1H-pyrazol-5-yl)indoline-6-carboxamide